[Zn].SC1=[N+](C=CC=C1)[O-] 2-mercaptopyridine-N-oxide zinc salt